5-bromo-3-(piperidin-1-yl)pyridin-2-amine BrC=1C=C(C(=NC1)N)N1CCCCC1